BrC1=CC=C(NC=O)C=C1 Para-bromoformanilide